C(CCC)C1=CC=C(C=C1)S(=O)(=O)NC1=C(C(=O)O)C=C(C=N1)NC(CCC(=O)NC1=CC(=C(C=C1)NS(=O)(=O)C1=CC=C(C=C1)CCCC)C(=O)O)=O 2-((4-butylphenyl)-sulfonamido)-5-(4-((4-((4-butylphenyl)sulfonamido)-3-carboxyphenyl)amino)-4-oxo-butanamido)nicotinic acid